O.O.[Cu](Cl)Cl Copper chloride-dihydrate